2'-acetyl-4-((4-methoxybenzyl)oxy)-5',6-dimethyl-2H-[1,4'-bipyridinyl]-2-one C(C)(=O)C1=NC=C(C(=C1)N1C(C=C(C=C1C)OCC1=CC=C(C=C1)OC)=O)C